5-(2-thienoyl)amino-3-(1-butylpiperidin-4-yl)-1H-indole S1C(=CC=C1)C(=O)NC=1C=C2C(=CNC2=CC1)C1CCN(CC1)CCCC